1-methyl-2-((5-(trifluoromethyl)oxazolo[5,4-b]pyridin-2-yl)amino)-1H-benzo[d]imidazole-5-carboxylic acid CN1C(=NC2=C1C=CC(=C2)C(=O)O)NC=2OC1=NC(=CC=C1N2)C(F)(F)F